5-allyl-4-(2-((tert-butyldimethylsilyl)oxy)ethyl)-6-fluoro-3-oxo-3,4-dihydroquinoxaline-1(2H)-carboxylic acid tert-butyl ester C(C)(C)(C)OC(=O)N1CC(N(C2=C(C(=CC=C12)F)CC=C)CCO[Si](C)(C)C(C)(C)C)=O